di-isohexyl phthalate (di(4-methyl-2-pentyl) phthalate) CC(CC(C)C=1C(=C(C(C(=O)O)=CC1)C(=O)O)C(C)CC(C)C)C.C(C=1C(C(=O)OCCCC(C)C)=CC=CC1)(=O)OCCCC(C)C